(1r,4r)-4-((4-(2,6-dioxopiperidin-3-yl)pyridin-2-yl)amino)cyclohexane-1-carboxylic acid O=C1NC(CCC1C1=CC(=NC=C1)NC1CCC(CC1)C(=O)O)=O